ClC1=C(C=C(C=C1OC)OC)C1=CC2=C(N=C(N=C2)NC2=CC=C(C=C2)N2CCN(CC2)C2COC2)N2C1=NN=C2 6-(2-chloro-3,5-dimethoxyphenyl)-N-(4-(4-(oxetan-3-yl)piperazin-1-yl)phenyl)-[1,2,4]triazolo[4',3':1,6]pyrido[2,3-d]pyrimidin-2-amine